C(C)(C)(C)OC(=O)N1[C@H](CC[C@@H](C1)NC(COC1=CC(=C(C=C1)Cl)F)=O)C=1OC2=C(N1)C=CC=C2Cl (2r,5s)-2-(7-chloro-1,3-benzoxazol-2-yl)-5-[2-(4-chloro-3-fluorophenoxy)acetamido]piperidine-1-carboxylic acid tert-butyl ester